tri-fucosyllactose C1([C@@H](O)[C@H](O)[C@H](O)[C@@H](O1)C)[C@]1([C@](C(O)(O[C@@H]([C@H]1O[C@H]1[C@H](O)[C@@H](O)[C@@H](O)[C@H](O1)CO)CO)C1[C@@H](O)[C@H](O)[C@H](O)[C@@H](O1)C)(O)C1[C@@H](O)[C@H](O)[C@H](O)[C@@H](O1)C)O